O1CCC(CC1)N1N=CC(=C1)C1=NN2C(=NC=3C=CC=CC3C2=N1)N[C@H]1C(NCCCC1)=O (3R)-3-({2-[1-(oxan-4-yl)-1H-pyrazol-4-yl][1,2,4]triazolo[1,5-c]quinazolin-5-yl}amino)azepan-2-one